C[C@]1(CC[C@H]2[C@H]([C@H]1[N+]#[C-])C3=CNC4=CC=CC(=C43)C2(C)C)C=C The molecule is a tetracyclic hapalindole that is hapalindole U in which the carbon bearing the vinyl group has S configuration instead of R. It is produced by the Stigonematales genus of cyanobacteria. It has a role as a bacterial metabolite. It is an isocyanide, an organic heterotetracyclic compound and a hapalindole.